Ethyl 4'-(5-butyl-3-(4-(3-(diethylamino) propoxy) phenyl)-1H-1,2,4-triazol-1-yl)-[1,1'-biphenyl]-4-carboxylate C(CCC)C1=NC(=NN1C1=CC=C(C=C1)C1=CC=C(C=C1)C(=O)OCC)C1=CC=C(C=C1)OCCCN(CC)CC